1-(5-(1-(2,6-dichlorophenyl)azetidin-3-yl)-7-methyl-2,3-dihydro-1H-inden-1-yl)piperidine-4-carboxylic acid ClC1=C(C(=CC=C1)Cl)N1CC(C1)C=1C=C2CCC(C2=C(C1)C)N1CCC(CC1)C(=O)O